(4-(5-(2-methyl-[1,1'-biphenyl]-3-yl)-1,3,4-oxadiazol-2-yl)benzyl)-L-serine CC1=C(C=CC=C1C1=NN=C(O1)C1=CC=C(CN[C@@H](CO)C(=O)O)C=C1)C1=CC=CC=C1